C(C=C)OC(=O)NCC(=O)NCC(=O)NCC(=O)NCC(=O)NCC(=O)OC methyl ((allyloxy)carbonyl)-glycyl-glycyl-glycyl-glycyl-glycinate